CC(CC(C)C)NC1=CC=C(C=C1)NC1=CC=C(C=C1)O 4-((4-(1,3-dimethylbutylamino)phenyl)amino)phenol